pyrimidin-2-ylmethanamine N1=C(N=CC=C1)CN